NC1=NNC2=C(C=C(C=C12)C1=CC(=NC=C1)N)C=1C=C(C=CC1)O 3-(3-Amino-5-(2-aminopyridin-4-yl)-1H-indazol-7-yl)phenol